CN1CCN(CC1)C1=CC=C(C=N1)NC=1N=CC2=C(N1)NC=C2C2=CC=1N(C=C2)N=CC1C(=O)N 5-(2-((6-(4-methylpiperazin-1-yl)pyridin-3-yl)amino)-7H-pyrrolo[2,3-d]pyrimidin-5-yl)pyrazolo[1,5-a]pyridine-3-carboxamide